C(C)(C)(C)OC(=O)N1CCN(CC1)C1=NC=NC2=CC(=C(C=C12)Cl)C1=NC(=CC=C1C)N 4-[7-(6-amino-3-methylpyridin-2-yl)-6-chloroquinazolin-4-yl]Piperazine-1-carboxylic acid tert-butyl ester